(4-fluorophenyl)(phenyl)phosphonium chloride [Cl-].FC1=CC=C(C=C1)[PH2+]C1=CC=CC=C1